CN([C@@H](CC(C)C)C(=O)N1CC2(CC1C(=O)N)C(NC1=CC=CC=C12)=O)C(=O)C=1NC2=C(C(=C(C(=C2C1[2H])F)[2H])F)F 1'-(N-methyl-N-(4,6,7-trifluoro-1H-indole-2-carbonyl-3,5-d2)-L-leucyl)-2-oxospiro[indoline-3,3'-pyrrolidine]-5'-carboxamide